FC(C(=O)O)(F)F.O=C1C=CC=C(N1)OC=1C=CC(=NC1)C(C(=O)N)C (5-((6-oxo-1,6-dihydropyridin-2-yl)oxy)pyridin-2-yl)propanamide, trifluoroacetic acid salt